N-(5-cyclopropyl-1H-pyrazol-3-yl)-2-[(1R,5R)-6-methyl-3,6-diazabicyclo[3.2.0]hept-3-yl]pyrimidin-4-amine C1(CC1)C1=CC(=NN1)NC1=NC(=NC=C1)N1C[C@H]2CN([C@H]2C1)C